NC1=CC=2C3=C(C(N(C2C=C1)C)=O)OCC(N3)CC 9-amino-2-ethyl-6-methyl-2,3-dihydro-1H-[1,4]oxazino[2,3-c]quinolin-5(6H)-one